Sodium 3-Sulfobenzoic acid S(=O)(=O)(O)C=1C=C(C(=O)O)C=CC1.[Na]